CC1=C(C=CC(=C1Cl)Cl)[N+](=O)[O-] 2-methyl-3,4-dichloronitrobenzene